2-((3-(2,6-dioxopiperidin-3-yl)-1-methyl-1H-indazol-7-yl)oxy)acetic acid O=C1NC(CCC1C1=NN(C2=C(C=CC=C12)OCC(=O)O)C)=O